[Cl-].FC(C(F)(F)F)F.[Mg+2].[Cl-] magnesium pentafluoroethane chloride